CC=1C(=NN2C1C(N(CC2)C2=C(C=C(C=C2)C2=NC1=CC=C(C=C1C=N2)C(F)(F)F)C)=O)CN2CON(CC2)C 3-methyl-2-((4-methyl-3-oxapiperazin-1-yl)methyl)-5-(2-methyl-4-(6-(trifluoromethyl)quinazolin-2-yl)phenyl)-6,7-dihydropyrazolo[1,5-a]pyrazin-4(5H)-one